cyclobutoxyazetidin C1(CCC1)ON1CCC1